The molecule is a peptide anion that is the conjugate base of L-alanyl-L-glutamic acid, arising from deprotonation of the the two carboxy groups and protonation of the amino group; major species at pH 7.3. C[C@@H](C(=O)N[C@@H](CCC(=O)[O-])C(=O)[O-])[NH3+]